ethyl 6-chloro-1-(2,4-difluorophenyl)-4-oxo-1,4-dihydro-1,8-naphthyridine-3-carboxylate ClC=1C=C2C(C(=CN(C2=NC1)C1=C(C=C(C=C1)F)F)C(=O)OCC)=O